NC1=NC=CC=C1C1=NC=2C(=NC(=CC2)N2N=CC=C2)N1C1=CC=C(C=C1)C1(CC1)NC(CC1=C(C(=C(C=C1)C=O)O)F)=O N-(1-{4-[2-(2-aminopyridin-3-yl)-5-(pyrazol-1-yl)imidazo[4,5-b]pyridin-3-yl]phenyl}cyclopropyl)-2-(2-fluoro-4-formyl-3-hydroxyphenyl)acetamide